2-bromo-1-(1-((2-(trimethylsilyl)ethoxy)methyl)-1H-pyrazol-4-yl)ethan-1-one BrCC(=O)C=1C=NN(C1)COCC[Si](C)(C)C